6-hydroxy-4-(trifluoromethyl)nicotinic acid OC1=NC=C(C(=O)O)C(=C1)C(F)(F)F